C(C1=CC=CC=C1)N1N=CC(=C1)C1=NC(=NC=C1C)NC=1C=C2C=CN(C2=CC1)S(=O)(=O)C1=CC=C(C=C1)C(F)(F)F N-(4-(1-benzyl-1H-pyrazol-4-yl)-5-methylpyrimidin-2-yl)-1-((4-(trifluoromethyl)phenyl)sulfonyl)indol-5-amine